FC1=CC=C(C=C1)C1C(C1)NC=1C2=C(N=C(N1)S(=O)(=O)CCC)N(N=N2)C2CC(C1C2OC(O1)(C)C)CO 6-[7-[[2-(4-Fluorophenyl)cyclopropyl]amino]-5-(propylsulphonyl)-3H-1,2,3-triazolo[4,5-d]pyrimidin-3-yl]-tetrahydro-2,2-dimethyl-4H-cyclopenta-1,3-dioxole-4-methanol